(1s,3s)-3-((2-(5-(aminomethyl)-1-methyl-1H-pyrazol-4-yl)-4-ethyl-pyrimidin-5-yl)oxy)cyclohexane-1-carboxylic acid isopropyl ester C(C)(C)OC(=O)[C@@H]1C[C@H](CCC1)OC=1C(=NC(=NC1)C=1C=NN(C1CN)C)CC